tert-butyl (R)-3-((1-(4-cyclopropyl-2-methoxyphenyl)pyrido[3,4-d]pyridazin-4-yl)amino)piperidine-1-carboxylate C1(CC1)C1=CC(=C(C=C1)C1=C2C(=C(N=N1)N[C@H]1CN(CCC1)C(=O)OC(C)(C)C)C=NC=C2)OC